ClC1=CC2=C(C=N1)C(=NN2C2=NC(=NC(=C2)OC2CCC2)C(C)(F)F)N2C[C@H](CC2)N(C)C (S)-1-(6-chloro-1-(6-cyclobutoxy-2-(1,1-difluoroethyl)pyrimidin-4-yl)-1H-pyrazolo[4,3-c]pyridin-3-yl)-N,N-dimethylpyrrolidin-3-amine